C(C1=CC=CC=C1)OCC1=NN(C(N1CC)=O)C1=NC=2C=CN(C(C2C=C1F)=O)C1=C(C=CC=C1F)Cl 2-(3-((benzyloxy)methyl)-4-ethyl-5-oxo-4,5-dihydro-1H-1,2,4-triazol-1-yl)-6-(2-chloro-6-fluorophenyl)-3-fluoro-1,6-naphthyridin-5(6H)-one